N-[4-(2-oxo-2,3-dihydro-1H-naphtho[1,2-e][1,4]-diazepin-5-yl)phenyl]-2-(pyrrolidine-1-yl)nicotinamide O=C1CN=C(C2=C(N1)C1=CC=CC=C1C=C2)C2=CC=C(C=C2)NC(C2=C(N=CC=C2)N2CCCC2)=O